COC=1C=2N(N=C(C1)C=1C=CC(=C(C1)O)C1=CN=C(N=N1)N1C[C@@H](NCC1)C(C)C)N=C(N2)C 5-(8-methoxy-2-methyl-[1,2,4]triazolo[1,5-b]pyridazin-6-yl)-2-{3-[(3S)-3-(propan-2-yl)piperazin-1-yl]-1,2,4-triazin-6-yl}phenol